FC1=C(C=CC=C1)C1=CC=C(C=C1)C(=O)O 2'-fluoro-[1,1'-biphenyl]-4-carboxylic acid